FC=1C(=C(C=C(C1)[C@H]1OCCC1)C(C(=O)O)N1C[C@@H](CC1)OCCCCCC1=NC=2NCCCC2C=C1)OC 2-(3-fluoro-2-methoxy-5-((S)-tetrahydrofuran-2-yl)phenyl)-2-((R)-3-((5-(5,6,7,8-tetrahydro-1,8-naphthyridin-2-yl)pentyl)oxy)pyrrolidin-1-yl)acetic acid